vinyltetracene C(=C)C1=CC=CC2=CC3=CC4=CC=CC=C4C=C3C=C12